OC1=C(C=C(C=C1)N1C(C2=CC=C(C=C2CC1)C1=C(C=C(C=C1)C(F)(F)F)OCCOC)=O)NS(=O)(=O)C N-(2-hydroxy-5-(6-(2-(2-methoxyethoxy)-4-(trifluoromethyl)phenyl)-1-oxo-3,4-dihydroisoquinolin-2(1H)-yl)phenyl)methanesulfonamide